distearyl 1,20-eicosylenedicarboxylate C(CCCCCCCCCCCCCCCCCCCC(=O)OCCCCCCCCCCCCCCCCCC)C(=O)OCCCCCCCCCCCCCCCCCC